7-chloro-4-(N,N-dimethylamino)quinoline ClC1=CC=C2C(=CC=NC2=C1)N(C)C